7alpha,27-Dihydroxycholesterol O[C@H]1[C@H]2[C@@H]3CC[C@H]([C@@H](CCCC(C)CO)C)[C@]3(CC[C@@H]2[C@]2(CC[C@@H](CC2=C1)O)C)C